N-(3-chlorophenyl)-2-methoxy-4-(1-(4-chlorophenyl)cyclopentane-1-carboxamido)benzamide ClC=1C=C(C=CC1)NC(C1=C(C=C(C=C1)NC(=O)C1(CCCC1)C1=CC=C(C=C1)Cl)OC)=O